BrC=1C(=C(C(=O)NC2=NC(=NC(=C2)C)Cl)C=CC1)F bromo-N-(2-chloro-6-methylpyrimidin-4-yl)-2-fluorobenzamide